C(C)(C)(C)[C@H]1CC[C@H](CC1)N1CCC(CC1)N1C=C(C2=CC(=CC=C12)F)CCN 2-(1-(1-(cis-4-(tert-butyl)cyclohexyl)piperidin-4-yl)-5-fluoro-1H-indol-3-yl)ethan-1-amine